4-methyl-3,4-dihydropyrido[2,3-b]pyrazin-2(1H)-one CN1C2=C(NC(C1)=O)C=CC=N2